2,2-difluoro-2-(2-(3-(3-((4-methyl-4H-1,2,4-triazol-3-yl)methyl)oxetan-3-yl)phenyl)-3-oxo-7-(trifluoromethyl)isoindolin-5-yl)acetic acid FC(C(=O)O)(C=1C=C2C(N(CC2=C(C1)C(F)(F)F)C1=CC(=CC=C1)C1(COC1)CC1=NN=CN1C)=O)F